ethyl 2-chloro-7-methyl-4-morpholinopyrrolo[2,1-f][1,2,4]triazine-6-carboxylate ClC1=NN2C(C(=N1)N1CCOCC1)=CC(=C2C)C(=O)OCC